ethyl 3-((3-(bicyclo[1.1.1]pentan-1-yl)-6-cyano-2-fluorophenyl)amino)-3-oxopropanoate C12(CC(C1)C2)C=2C(=C(C(=CC2)C#N)NC(CC(=O)OCC)=O)F